(3,6-dibromo-9H-carbazol-9-yl)benzoic acid methyl ester COC(C1=C(C=CC=C1)N1C2=CC=C(C=C2C=2C=C(C=CC12)Br)Br)=O